C(C)OC(COC[C@@]12C[C@H](N([C@H]2C1)C(CNC(CCCOC1=CC=CC=C1)=O)=O)C(=O)O)=O (1S,3S,5R)-5-((2-ethoxy-2-oxoethoxy)methyl)-2-((4-phenoxybutyryl)glycyl)-2-azabicyclo[3.1.0]hexane-3-carboxylic acid